N1=C2C(=NC=C1)NC=C2C(=O)N 5H-pyrrolo[2,3-b]pyrazine-7-carboxamide